C1(CC1)NS(=O)(=O)C=1C=C(C(=O)NC=2N=CC3=CC=C(C=C3C2)C=2C=NN(C2)C)C=CC1F 3-(N-cyclopropylsulfamoyl)-4-fluoro-N-(6-(1-methyl-1H-pyrazol-4-yl)isoquinolin-3-yl)benzamide